NC1=CC=CC(=N1)S(=O)(=O)NC(=O)C=1C(=NC(=CC1)C=1C=NC(=CC1)OCC(C)(C)C)N1[C@H](CC[C@H]1C)C N-[(6-Amino-2-pyridyl)sulfonyl]-6-[6-(2,2-dimethylpropoxy)-3-pyridyl]-2-[(2S,5R)-2,5-dimethylpyrrolidin-1-yl]pyridin-3-carboxamid